7-phenyl-5-(2-phenyl-1H-pyrrolo[2,3-b]pyridin-4-yl)-1H-indazol-3-amine C1(=CC=CC=C1)C=1C=C(C=C2C(=NNC12)N)C1=C2C(=NC=C1)NC(=C2)C2=CC=CC=C2